methyl-4-fluoro-1-((2-fluoropyridin-4-yl)methyl)-1H-pyrrole CC=1N(C=C(C1)F)CC1=CC(=NC=C1)F